(3-bromo-1-(((2-(trimethylsilyl)ethoxy)methyl)-1H-indol-5-yl)ethynyl)cyclohexan-1-ol BrC1=CN(C2=CC=C(C=C12)C#CC1(CCCCC1)O)COCC[Si](C)(C)C